O=C1N[C@H]2[C@@H](C[C@@H]1C2)C2=CC=C(C=C2)C2=CC(=CC1=CC(=CC=C21)C2=CC=C(C=C2)C(F)(F)F)C(=O)O 4-(4-((1R,4R,6S)-3-Oxo-2-azabicyclo[2.2.1]heptan-6-yl)phenyl)-7-(4-(trifluoromethyl)phenyl)-2-naphthoic acid